C(#N)C1=CC=C(C=C1)N1CCN(CC1)C1=CC=C(C=C1)NC(C1=CC=C(C=C1)N1CCOCC1)=O N-(4-(4-(4-Cyanophenyl)piperazin-1-yl)phenyl)-4-morpholinobenzamid